C(C)(=O)C1=C(C2=C(N=C(N=C2)NC2=NC=C(C=C2)C2CCN(CC2)CC2=CC=C(C=C2)CO)N(C1=O)C1CCCC1)C 6-acetyl-8-cyclopentyl-2-[[5-[1-[[4-(hydroxymethyl)phenyl]methyl]-4-piperidyl]-2-pyridyl]amino]-5-methyl-pyrido[2,3-d]pyrimidin-7-one